C(C)(C)C1=CNC2=CC(=C(C=C12)C1=CCN(CC1)C(=O)OC(C)(C)C)C(F)(F)F Tert-butyl 4-(3-isopropyl-6-(trifluoromethyl)-1H-indol-5-yl)-5,6-dihydropyridine-1(2H)-carboxylate